2-(1-(1-((tert-butyl-dimethyl-silyl)oxy)propan-2-yl)-4-chloro-1H-pyrazol-5-yl)-4-(4-(1-ethyl-4-(trifluoromethyl)-1H-imidazol-2-yl)benzyl)-6,7-dihydropyrazolo[1,5-a]pyrimidin C(C)(C)(C)[Si](OCC(C)N1N=CC(=C1C1=NN2C(N(CCC2)CC2=CC=C(C=C2)C=2N(C=C(N2)C(F)(F)F)CC)=C1)Cl)(C)C